tert-butyl (2R,5S)-2-ethyl-4-(3-ethyl-8-(hydroxymethyl)-9-methyl-2-oxo-3,9-dihydro-2H-purin-6-yl)-5-methylpiperazine-1-carboxylate C(C)[C@H]1N(C[C@@H](N(C1)C=1C=2N=C(N(C2N(C(N1)=O)CC)C)CO)C)C(=O)OC(C)(C)C